CN1C(CCC2=CC(=CC=C12)C=1C=C(C=NC1)CNC(=O)C1=NC=CC=C1Cl)=O 3-Chloro-pyridine-2-carboxylic acid [5-(1-methyl-2-oxo-1,2,3,4-tetrahydro-quinolin-6-yl)-pyridin-3-ylmethyl]-amide